7-bromo-2-chloro-4-(methylthio)quinazoline BrC1=CC=C2C(=NC(=NC2=C1)Cl)SC